(pyridin-4-ylamino)-2'-(3-(pyridin-4-ylamino)phenyl)spiro[cyclopropane-1,1'-isoindoline]-3'-one N1=CC=C(C=C1)NC1=C2C(N(C3(C2=CC=C1)CC3)C3=CC(=CC=C3)NC3=CC=NC=C3)=O